3-(5-bromo-2-pyridinyl)prop-2-yn-1-ol BrC=1C=CC(=NC1)C#CCO